1-(3-{5-chloro-1H-imidazo[4,5-b]pyridin-2-yl}-5-(3-fluoro-5-methylphenyl)-2-methoxypyridin-4-yl)piperidin-4-amine ClC1=CC=C2C(=N1)N=C(N2)C=2C(=NC=C(C2N2CCC(CC2)N)C2=CC(=CC(=C2)C)F)OC